2-dodecyl-4,7-di-thienyl-5,6-di-nitro-benzotriazole C(CCCCCCCCCCC)N1N=C2C(=N1)C(=C(C(=C2C=2SC=CC2)[N+](=O)[O-])[N+](=O)[O-])C=2SC=CC2